ClP(C1=C(C=C(C=C1)OC)OC)Cl dichloro(2,4-dimethoxyphenylphosphine)